3-(2-(5-benzylidene-3-(2,6-dimethylphenyl)-4-oxothiazolidine-2-ylidene)hydrazono)-5-bromo-1H-indol-2-one C(C1=CC=CC=C1)=C1C(N(C(S1)=NN=C1C(NC2=CC=C(C=C12)Br)=O)C1=C(C=CC=C1C)C)=O